[Na+].SC1=NN=NN1CC(=O)[O-] 5-mercapto-(1H)-tetrazolylacetic acid, sodium salt